N-(p-tolyl)furan-2-carboxamide C1(=CC=C(C=C1)NC(=O)C=1OC=CC1)C